3-(2-pyrrolidone-1-yl)butanamide tert-butyl-(2S,4S)-4-(7-bromo-8-chloro-6-fluoro-4-(methylthio)-1H-pyrazolo[4,3-c]quinolin-1-yl)-2-(2-hydroxyethyl)piperidine-1-carboxylate C(C)(C)(C)OC(=O)N1[C@@H](C[C@H](CC1)N1N=CC=2C(=NC=3C(=C(C(=CC3C21)Cl)Br)F)SC)CCO.N2(C(CCC2)=O)C(CC(=O)N)C